(R)-2'-oxo-1'-((2-(trimethylsilyl)ethoxy)methyl)-1,1',2',3-tetrahydrospiro[indene-2,3'-pyrrolo[2,3-B]pyridine]-5-carboxylic acid methyl ester COC(=O)C=1C=C2C[C@]3(C(N(C4=NC=CC=C43)COCC[Si](C)(C)C)=O)CC2=CC1